2-Bromo-N1,N3-dimethylmalonamide BrC(C(=O)NC)C(=O)NC